C(C)OC(=O)C=1N=C2N(C=CC=C2N2C(COCC2)C)C1[N+](=O)[O-] 8-(3-methylmorpholinyl)-3-nitroimidazo[1,2-a]pyridine-2-carboxylic acid ethyl ester